(difluoromethoxy)-2-fluoro-1-nitrobenzene FC(OC=1C(=C(C=CC1)[N+](=O)[O-])F)F